cis-4-amino-cyclohexane-acetic acid N[C@H]1CC[C@H](CC1)CC(=O)O